aza-carbene carbon N=[C]